α-(o-tolylazo)-β-naphthylamine C1(=C(C=CC=C1)N=NC1=C(C=CC2=CC=CC=C12)N)C